(5-methyl-2-oxo-1,3-dioxol-4-yl) methyl carbonate C(OC=1OC(OC1C)=O)(OC)=O